NC1=C(C=CC=C1)NC(C1=CC=C(C=C1)CCN1N=C(C=2C(C1=O)=NN(C2C)C2=CC=C(C=C2)C)C)=O N-(2-aminophenyl)-4-(2-(3,4-dimethyl-7-oxo-2-(p-tolyl)-2,7-dihydro-6H-pyrazolo[3,4-d]pyridazin-6-yl)ethyl)benzamide